FC1=C(C=CC(=C1)OC1=CC(=NC=C1)N1[C@H](COCC1)C)NC1=NC=NC2=CC(=C(C=C12)NC1CCN(CC1)C(C=C)=O)OC (S)-1-(4-((4-((2-fluoro-4-((2-(3-methylmorpholino)pyridin-4-yl)oxy)phenyl)amino)-7-methoxyquinazolin-6-yl)amino)piperidin-1-yl)prop-2-en-1-one